1,1,1,2,3,4,4,5,5,5-decafluoropentane FC(C(C(C(C(F)(F)F)(F)F)F)F)(F)F